O1NC(C2=C1C(NC(C2[2H])([2H])[2H])([2H])[2H])=O 4,5,6,7-tetrahydroisoxazolo(5,4-c)pyridin-3(2H)-one-4,5,5,7,7-d5